{(4S)-2-[(1R)-1-({[(2-fluoro-5-chloro-benzoyl)amino]-acetyl}amino)-3-methylbutyl]-5-oxo-1,3,2-dioxaborolan-4-yl}acetic acid FC1=C(C(=O)NCC(=O)N[C@@H](CC(C)C)B2OC([C@@H](O2)CC(=O)O)=O)C=C(C=C1)Cl